sodium tris[N,N-bis(trimethylsilyl)amide] C[Si]([N-][Si](C)(C)C)(C)C.C[Si]([N-][Si](C)(C)C)(C)C.C[Si]([N-][Si](C)(C)C)(C)C.[Na+].[Na+].[Na+]